3-(3-methylureido)benzamide CNC(NC=1C=C(C(=O)N)C=CC1)=O